chloro-4-phenoxyaniline ClNC1=CC=C(C=C1)OC1=CC=CC=C1